sodium hexamethylene isophthalate C1(C2=CC(C(=O)OCCCCCCO1)=CC=C2)=O.[Na]